COC=1C=C(C#N)C=CC1C1=NN=C(C2=CC=CC=C12)N[C@H]1CN(CCC1)C (R)-3-methoxy-4-(4-((1-methylpiperidin-3-yl)amino)phthalazin-1-yl)benzonitrile